ClC1=CC=C(C=C1)C(=O)N1[C@@H](C=2N(CC1)C(=NN2)C2=NC(=NO2)C2CC2)C (R)-(4-chlorophenyl)(3-(3-cyclopropyl-1,2,4-oxadiazol-5-yl)-8-methyl-5,6-dihydro-[1,2,4]triazolo[4,3-a]pyrazin-7(8H)-yl)methanone